C(C)(=O)ON=C(C)C=1C=CC=2N(C3=CC=C(C=C3C2C1)C(C1=C(C=CC=C1)C)=O)CC 1-[9-Ethyl-6-(2-methylbenzoyl)-9H-carbazol-3-yl]ethanone-O-acetyloxime